5-(2,6-dichlorophenyl)-2-(2,4-difluorophenylthio)-6H-pyrimido[1,6-b]pyridazin-6-one ClC1=C(C(=CC=C1)Cl)C=1C(N=CN2N=C(C=CC21)SC2=C(C=C(C=C2)F)F)=O